1-(8-fluoro-7-(8-fluoronaphthalen-1-yl)-2-((1-(pyrrolidin-1-ylmethyl)cyclopropyl)methoxy)pyrido[4,3-d]pyrimidin-4-yl)-3-methylpiperidin-3-ol FC1=C(N=CC2=C1N=C(N=C2N2CC(CCC2)(O)C)OCC2(CC2)CN2CCCC2)C2=CC=CC1=CC=CC(=C21)F